N-(4-aminophenyl)-4-chlorobenzenesulfonamide NC1=CC=C(C=C1)NS(=O)(=O)C1=CC=C(C=C1)Cl